C(C1=CC=CC=C1)(=O)NNC(C1=CC=C(C=C1)CN(C1=CC(=C(C(=C1)OC)OC)OC)CC1=CC=C(C=C1)OC)=O N'-benzoyl-4-(((4-methoxybenzyl)(3,4,5-trimethoxyphenyl)amino)methyl)benzoyl-hydrazine